O(C1=CC=CC=C1)C1=CC=C(C=C1)NC1=NC=NC=C1 4-((4-phenoxyphenyl)amino)pyrimidin